3-((8-bromo-6-cyclopropylimidazo[1,2-a]pyridin-2-yl)methyl)-N-(2,2-dimethoxyethyl)-1H-pyrazole-5-carboxamide BrC=1C=2N(C=C(C1)C1CC1)C=C(N2)CC2=NNC(=C2)C(=O)NCC(OC)OC